COC1=CC2=C(OCCN2)C=C1N1N=C(C=2C=NC(=CC21)C=2C=NN1C2N=CC=C1)C(=O)NC1CN(C1)C 1-(6-methoxy-3,4-dihydro-2H-benzo[b][1,4]oxazin-7-yl)-N-(1-methylazetidin-3-yl)-6-(pyrazolo[1,5-a]pyrimidin-3-yl)-1H-pyrazolo[4,3-c]pyridine-3-carboxamide